ruthenium (II) (4-vinyl-4-methyl-2,2-bipyridyl) C(=C)C1(CC(=NC=C1)C1=NC=CC=C1)C.[Ru+2]